C(=C)[SiH2]OCC(F)(F)F vinyl-(2,2,2-trifluoroethoxy)silane